BrC1=C(C=C(C(=C1)C(F)(F)F)OC)S(=O)(=O)NC(CNC1CCC(CC1)(F)F)CCC(F)(F)F 2-bromo-N-(1-((4,4-difluorocyclohexyl)amino)-5,5,5-trifluoropentan-2-yl)-5-methoxy-4-(trifluoromethyl)benzenesulfonamide